2-(2-isopropylphenyl)-9-(4-((trimethylsilyl)ethynyl)benzyl)-7,9-dihydro-8H-purin-8-one C(C)(C)C1=C(C=CC=C1)C1=NC=C2NC(N(C2=N1)CC1=CC=C(C=C1)C#C[Si](C)(C)C)=O